C(CC(=O)N)[C@@H](C(=O)[O-])N The molecule is an optically active form of glutaminate having L-configuration. It is a glutaminate and a L-alpha-amino acid anion. It is a conjugate base of a L-glutamine. It is an enantiomer of a D-glutaminate.